FC(N1N=C(C=C1)B1OC(C(O1)(C)C)(C)C)F 1-(difluoromethyl)-3-(4,4,5,5-tetramethyl-1,3,2-dioxaborolan-2-yl)-1H-pyrazole